C(C(C)C)C(C(=O)N)P(=O)([O-])[O-] isobutyl-phosphonatoacetamide